CN1N=CC(=C1)C1=CC=2N(C(=C1)C1=CC=C(C=C1)N1CCN(CC1)C(CC1=NC=CC=C1)=O)C(=CN2)C#N 7-(1-methyl-1H-pyrazol-4-yl)-5-(4-(4-(2-(pyridin-2-yl)acetyl)piperazin-1-yl)phenyl)imidazo[1,2-a]pyridine-3-carbonitrile